COC1=CC=C2C(=CC(OC2=C1)=O)N([C@@H](CCCCN)C(=O)O)C(C)=O (7-methoxycoumarin-4-yl)-acetyl-L-lysine